FC=1C=C(C=C(C1F)F)C1(CC(=NO1)C1=CC(=C(C(=O)O)C=C1)C)C(F)(F)F 4-(5-(3,4,5-Trifluorophenyl)-5-(trifluoromethyl)-4,5-dihydro-isoxazol-3-yl)-2-methylbenzoic acid